2-chloro-1-(2-chloro-4-(4-chlorophenoxy)phenyl)ethan-1-one ClCC(=O)C1=C(C=C(C=C1)OC1=CC=C(C=C1)Cl)Cl